N[C@H]1CS(C2=C(N(C1=O)CC1=CC=C(C=C1)Cl)C=C(C(=C2)F)C2=NN=C(O2)C2CC(CN(C2)C(=O)OC)(F)F)(=O)=O methyl 5-[5-[(3R)-3-amino-5-[(4-chlorophenyl)methyl]-8-fluoro-1,1,4-trioxo-2,3-dihydro-1lambda6,5-benzothiazepin-7-yl]-1,3,4-oxadiazol-2-yl]-3,3-difluoro-piperidine-1-carboxylate